[Al].[Mn].[Y] yttrium-manganese-aluminum